p-bromophenyl-diphenylchlorosilane BrC1=CC=C(C=C1)[Si](Cl)(C1=CC=CC=C1)C1=CC=CC=C1